N[C@H]1CN(CCC1)[C@@H]1[C@H](C2=CC(=CC(=C2C1)Cl)Cl)OC1=CC(=CC=C1)C 4-[[(1S,2S)-2-[(3R)-3-aminopiperidin-1-yl]-4,6-dichloro-2,3-dihydro-1H-inden-1-yl]oxy]-2-methylbenzene